[(6,6'-bis(naphthalen-2-yl)[1,1'-binaphthalene]-2,2'-diyl)bis(oxy[2,2'-binaphthalene]-1,4-diyl)]dimethanol C1=C(C=CC2=CC=CC=C12)C=1C=C2C=CC(=C(C2=CC1)C1=C(C=CC2=CC(=CC=C12)C1=CC2=CC=CC=C2C=C1)OC1=C(C=C(C2=CC=CC=C12)CO)C1=CC2=CC=CC=C2C=C1)OC1=C(C=C(C2=CC=CC=C12)CO)C1=CC2=CC=CC=C2C=C1